(R)-1-(1-(2-(1-hydroxyethyl)imidazo[4,5-d]pyrrolo[2,3-b]pyridin-1(6H)-yl)azetidin-3-yl)-3-(2,2,2-trifluoroethyl)urea O[C@H](C)C1=NC=2C(=C3C(=NC2)NC=C3)N1N1CC(C1)NC(=O)NCC(F)(F)F